ClC=1C(=NC=CC1)NC=1N=CC2=C(N1)N1C(C(=C2)C=2C=C(C=CC2C)NC(C2=NC=CC(=C2)C(F)(F)F)=O)=NCC1 N-(3-(2-((3-chloropyridin-2-yl)amino)-8,9-dihydroimidazo[1',2':1,6]pyrido[2,3-d]pyrimidin-6-yl)-4-methylphenyl)-4-(trifluoromethyl)picolinamide